FC1=C(C=CC=C1)C(=O)N1CC2CCC(C1)N2CC2=C(N=C1N2C=CC=C1)C1=CC=C(C=C1)C(C)C (2-Fluorophenyl)(8-{[2-(4-isopropylphenyl)-imidazo[1,2-a]pyridin-3-yl]methyl}-3,8-diaza-bicyclo[3.2.1]oct-3-yl)methanon